C1(=CC=C(C=C1)CN1CCNCCCNCCNCCC1)CN1CCNCCCNCCNCCC1 1'-[1,4-phenylenedi(methylene)]-bis-1,4,8,11-tetra-azacyclotetradecane